N-[(3S,4S)-1-methyl-3-methyl-4-piperidyl]-6-{3-[4-(N-2-methoxyethylcarbamoyl)-5-fluoro-2-anisidino]-1-propynyl}-1-(2,2,2-trifluoroethyl)-1H-1,3-benzimidazole-4-carboxamide CN1C[C@@H]([C@H](CC1)NC(=O)C1=CC(=CC=2N(C=NC21)CC(F)(F)F)C#CCNC=2C(OC)=CC(=C(C2)C(NCCOC)=O)F)C